FC([C@@H](C)N)(F)F (R)-1,1,1-trifluoropropan-2-amine